C(C=C)C1C(C2CCC1N2)=O 3-allyl-7-azabicyclo[2.2.1]heptan-2-one